BrC1=CC(=C2C=NN(C2=C1)CC1=CC=C(C=C1)OC)Cl 6-bromo-4-chloro-1-[(4-methoxyphenyl)methyl]indazole